CS(=O)(C)C trimethyl-oxo-sulfane